tetracyclo[7.4.0.02,7.110,13]tetradec-2,4,6,11-tetraen C12C3=CC=CC=C3CC2C2C=CC1C2